4-isopropyl-N-(1-isopropylpiperidin-4-yl)-5-(8-methylimidazo[1,2-a]pyridin-6-yl)-1H-pyrazole-3-carboxamide C(C)(C)C=1C(=NNC1C=1C=C(C=2N(C1)C=CN2)C)C(=O)NC2CCN(CC2)C(C)C